N-[3-(5-chloro-1,3-benzoxazol-2-yl)-3-azaspiro[5.5]undecan-9-yl]-5-(methylsulfonylmethyl)furan-2-carboxamide ClC=1C=CC2=C(N=C(O2)N2CCC3(CC2)CCC(CC3)NC(=O)C=3OC(=CC3)CS(=O)(=O)C)C1